CN(C1=C(C=CC=C1)C(CCC)CCCCCCCCCCCC)C N,N-dimethyl-(4-hexadecyl)aniline